5-(methoxymethoxy)-2-(trifluoromethyl)pyridin COCOC=1C=CC(=NC1)C(F)(F)F